5-{[2-(2-cyano-4-fluorophenyl)-2-azaspiro[3.3]heptan-6-yl]oxy}-2'-ethoxy-N-(3-hydroxycyclohexyl)-[2,3'-bipyridine]-6-carboxamide C(#N)C1=C(C=CC(=C1)F)N1CC2(C1)CC(C2)OC=2C=CC(=NC2C(=O)NC2CC(CCC2)O)C=2C(=NC=CC2)OCC